(2-(benzo[d][1,3]dioxolan-5-yl)ethyl)-N-methyl-2,3,4,9-tetrahydro-1H-carbazol-1-amine O1COC2=C1C=CC(=C2)CCC2(CCCC=1C3=CC=CC=C3NC21)NC